COC1=C(NCC#CC=2C=C(C3=C(N(C=N3)CC(F)(F)F)C2)C(=O)NC2[C@H](CNCC2)C)C=CC(=C1)C(NC)=O 6-[3-[2-methoxy-4-(methylcarbamoyl)anilino]prop-1-ynyl]-N-[(3S)-3-methyl-4-piperidyl]-1-(2,2,2-trifluoroethyl)benzimidazole-4-carboxamide